The molecule is a 2-oxo monocarboxylic acid anion resulting from the removal of the proton from the carboxy group of 2-oxooctadecanoic acid (stearic acid). The major species at pH 7.3. It derives from an octadecanoate. It is a conjugate base of a 2-oxooctadecanoic acid. CCCCCCCCCCCCCCCCC(=O)C(=O)[O-]